2-(piperazino)-2-(3,4-dimethoxyphenyl)acetic acid N1(CCNCC1)C(C(=O)O)C1=CC(=C(C=C1)OC)OC